4-(4-(benzyloxy)phenyl)tetrahydro-2H-pyran-4-carbonitrile C(C1=CC=CC=C1)OC1=CC=C(C=C1)C1(CCOCC1)C#N